C(C)(C)(C)OC(=O)N1N=C2C(CN(CC2)C(=O)OC(C)(C)C)=C1C(CC(=O)OCC)=O.C1(CC1)CN 1-cyclopropyl-methanamin di-tert-butyl-3-(3-ethoxy-3-oxopropanoyl)-6,7-dihydro-2H-pyrazolo[4,3-c]pyridine-2,5(4H)-dicarboxylate